C12(CC3CC(CC(C1)C3)C2)C2=CC(=NO2)NC2=C(C(=NN2)C2=CC(=C(C=C2)NS(=O)(=O)C(F)F)O[C@@H](C)C2=CC=C(C=C2)F)C(=O)N (S)-5-((5-(adamantan-1-yl)isoxazol-3-yl)amino)-3-(4-((difluoromethyl)sulfonamido)-3-(1-(4-fluorophenyl)ethoxy)phenyl)-1H-pyrazole-4-carboxamide